ClC1=CC=C(C=C1)C=1C=C(C=CC1)[C@H]1SCC[C@H](NC1=O)CN1CCC(CC1)(F)F (2R,5S)-2-[3-(4-chlorophenyl)phenyl]-5-[(4,4-difluoro-1-piperidyl)methyl]-1,4-thiazepan-3-one